5-methylpyrido[2,3-d]pyrimidin-4(3H)-one CC1=CC=NC=2N=CNC(C21)=O